C(CCCCCCCCCCCCCCC)N(C([C@H](C(N)C([C@@H](N)CCCNC(N)=N)=O)N)=O)CCCCCCCC\C=C/CCCCCCCC β-(L-Arginyl)-L-2,3-diaminopropionic acid-N-palmityl-N-oleyl-amide